rac-3-(4-((1-methyl-1H-pyrazol-5-yl)methyl)piperidin-4-yl)-5-(piperidin-1-ylmethyl)-5,6-dihydro-1,4,2-dioxazine CN1N=CC=C1CC1(CCNCC1)C1=NOC[C@H](O1)CN1CCCCC1 |r|